hydroxyl-2-propyl-heptanol allyl-5-(((benzylamino)(((S)-1-isopropoxy-1-oxopropan-2-yl)amino)phosphoryl)methyl)benzo[b]thiophene-2-carboxylate C(C=C)C=1C2=C(SC1C(=O)OC(C(CCCCC)CCC)O)C=CC(=C2)CP(=O)(N[C@H](C(=O)OC(C)C)C)NCC2=CC=CC=C2